ClC1=CC(=C(N)C=C1)I 4-chloro-2-iodoaniline